FC1=CC=C(C=C1)C1=C(N(C=C1C1=CC=NC=C1)C)C(=O)O 3-(4-fluorophenyl)-1-methyl-4-(pyridin-4-yl)-1H-pyrrole-2-carboxylic acid